2-Methoxy-5-(2-(pyrrolidin-1-yl)ethyl)-4-(trifluoromethyl)pyridine COC1=NC=C(C(=C1)C(F)(F)F)CCN1CCCC1